6-((2-(2,6-dioxopiperidin-3-yl)-1,3-dioxoIsoindolin-4-yl)amino)hexanoic acid O=C1NC(CCC1N1C(C2=CC=CC(=C2C1=O)NCCCCCC(=O)O)=O)=O